C(CCCCCC(C)C)NCCC(=O)OC methyl β-isononylaminopropionate